1,6-dihydropyrimidine-4-carboxylate N1C=NC(=CC1)C(=O)[O-]